C1(CC1)OC=1C=C(C(=O)OC)C=C(C1[N+](=O)[O-])C=C methyl 3-cyclopropoxy-4-nitro-5-vinylbenzoate